6-[(3R)-3-methyl-1,2,3,4-tetrahydroisoquinoline-2-carbonyl]-2,3-dihydro-1H-isoindole-2-carboxylic acid phenyl ester C1(=CC=CC=C1)OC(=O)N1CC2=CC(=CC=C2C1)C(=O)N1CC2=CC=CC=C2C[C@H]1C